5-Amino-8-(2-furyl)-1-methyl-3-[2-[4-(p-tolyl)piperazin-1-yl]ethyl]-[1,2,4]triazolo[5,1-f]purin-2-one NN1C=NC(=C2N3C(N=C12)N(C(N3C)=O)CCN3CCN(CC3)C3=CC=C(C=C3)C)C=3OC=CC3